N-acetyl-N-[2-methoxycarbonyl-5-(pentafluoroethyl)furan-3-yl]-2-(ethylsulfonyl)-4-(trifluoromethyl)benzamide C(C)(=O)N(C(C1=C(C=C(C=C1)C(F)(F)F)S(=O)(=O)CC)=O)C1=C(OC(=C1)C(C(F)(F)F)(F)F)C(=O)OC